C(#N)C1=C(C=C(C=C1)C1=CC=CC=2CN(COC21)C(=O)OC(C)(C)C)N2CCOCC2 tert-butyl 8-(4-cyano-3-morpholin-4-ylphenyl)-2,4-dihydro-1,3-benzoxazine-3-carboxylate